Arginin-HCL Cl.N[C@@H](CCCNC(N)=N)C(=O)O